(oxetane-3-yl)methylethyl-di-i-propyl-oxysilane O1CC(C1)C[Si](OC(C)C)(OC(C)C)CC